1-((2R,3S,4R,5R)-5-(((tert-butyldiphenylsilyl)oxy)methyl)-3-fluoro-4-((4-methoxyphenyl)diphenylmethoxy)tetrahydrofuran-2-yl)-5-methylpyrimidine-2,4(1H,3H)-dione [Si](C1=CC=CC=C1)(C1=CC=CC=C1)(C(C)(C)C)OC[C@@H]1[C@H]([C@@H]([C@@H](O1)N1C(NC(C(=C1)C)=O)=O)F)OC(C1=CC=CC=C1)(C1=CC=CC=C1)C1=CC=C(C=C1)OC